C(#N)C1=C(C(=O)N(C)C)C=CC(=C1N1CCC(CC1)C1=NN=CN1C)C=1C=NC(=CC1)F 2-cyano-4-(6-fluoropyridin-3-yl)-N,N-dimethyl-3-(4-(4-methyl-4H-1,2,4-triazol-3-yl)piperidin-1-yl)benzamide